O1C(=CC2=C1C=CC=C2)C2=C1C(=CN=C2)N(CC1)C(=O)C1=C(C=CC=C1)F (4-(Benzofuran-2-yl)-2,3-dihydro-1H-pyrrolo[2,3-c]pyridin-1-yl)(2-fluorophenyl)methanone